1'-phenyl-2,2-di-p-tolylspiro[cyclopropane-1,3'-indole] C1(=CC=CC=C1)N1CC2(C3=CC=CC=C13)C(C2)(C2=CC=C(C=C2)C)C2=CC=C(C=C2)C